(3-(5-methyl-6-oxo-5,7-diazaspiro[3.4]octan-7-yl)piperidin-1-yl)-3-((4-(4-methylpiperidin-4-yl)phenyl)amino)pyrazine-2-carboxamide CN1C2(CCC2)CN(C1=O)C1CN(CCC1)C=1N=C(C(=NC1)C(=O)N)NC1=CC=C(C=C1)C1(CCNCC1)C